CC1=C(OC2=C1C=C(C=C2)S(N(CCC2=CC=CC=C2)CC2=CC(=CC=C2)OC2=CC=CC=C2)(=O)=O)C(=O)O 3-methyl-5-(N-(3-phenoxybenzyl)-N-phenethylsulfamoyl)benzofuran-2-carboxylic acid